FC1=CC(=CC=2N(C(=NC21)C2=CC=C(C=C2)S(=O)(=O)C)C)C2CCN(CC2)C2CCN(CCC2)C2CCOCC2 4-fluoro-1-methyl-2-(4-(methyl-sulfonyl)phenyl)-6-(1-(1-(tetrahydro-2H-pyran-4-yl)azepan-4-yl)piperidin-4-yl)-1H-benzo[d]imidazole